C(C)(C)(C)C1=NC2=CC=CC=C2C12C(N(C1=C(C=CC=C21)C)C)=O 2-(tert-Butyl)-1',7'-dimethylspiro[indole-3,3'-indolin]-2'-one